3-(2,6-difluoro-3-ethoxyphenyl)-3,4-dihydroquinazolin FC1=C(C(=CC=C1OCC)F)N1C=NC2=CC=CC=C2C1